1,1-difluoro-2-methylpropan-2-amine hydrochloride Cl.FC(C(C)(N)C)F